COC(N(C1(C(OC2=CC=CC=C2C1=O)=O)C(C)=NOC)O)=O hydroxy(3-(1-(methoxyimino)ethyl)-2,4-dioxo-chroman-3-yl)carbamic acid methyl ester